(S)-6-chloro-4-(cyclopropylethynyl)-7-((4-(methoxymethyl)-6-oxopyrimidin-1(6H)-yl)methyl)-4-(trifluoromethyl)-3,4-dihydroquinazolin-2(1H)-one ClC=1C=C2[C@](NC(NC2=CC1CN1C=NC(=CC1=O)COC)=O)(C(F)(F)F)C#CC1CC1